N-((R)-2-fluoro-3-hydroxy-3-methylbutyl)-4-((2-hydroxypropyl)amino)-6-(thiazol-5-yl)quinoline-3-carboxamide F[C@H](CNC(=O)C=1C=NC2=CC=C(C=C2C1NCC(C)O)C1=CN=CS1)C(C)(C)O